O1COC2=C1C=CC=C2CN(CC2=CC(=NC=C2)N2CCCCC2)C N-(1,3-benzodioxol-4-ylmethyl)-N-methyl-1-[2-(1-piperidyl)-4-pyridyl]methanamine